ClC1=CC=C(C(=N1)NC1=CC=CC=C1)C(CC(=O)OCC)=O ethyl 3-(6-chloro-2-(anilino) pyridin-3-yl)-3-oxopropionate